5-(2-hydroxy-2-methylpropoxy)-N-(1-methyl-2-oxo-1,2-dihydropyridin-3-yl)-2-(piperazin-1-yl)benzo[d]thiazole-6-carboxamide hydrochloride Cl.OC(COC=1C(=CC2=C(N=C(S2)N2CCNCC2)C1)C(=O)NC=1C(N(C=CC1)C)=O)(C)C